4-butyl-carboxylic acid CCCCC(=O)O